ethyl N-((2-cyano-5-methyl-1-tosyl-1H-indol-7-yl)sulfonyl)-N-methylglycinate C(#N)C=1N(C2=C(C=C(C=C2C1)C)S(=O)(=O)N(CC(=O)OCC)C)S(=O)(=O)C1=CC=C(C)C=C1